N-(2-((1r,3r,5r,7r)-adamantan-2-ylamino)ethyl)-5-(4-chloro-phenyl)-1-(3,4-dichlorophenyl)-4-methyl-1H-pyrrole-3-carboxamide C12C(C3CC(CC(C1)C3)C2)NCCNC(=O)C2=CN(C(=C2C)C2=CC=C(C=C2)Cl)C2=CC(=C(C=C2)Cl)Cl